tert-butyl rac-(3R)-3-[(6-chloropyrazolo[3,4-d]pyrimidin-1-yl)methyl]piperidine-1-carboxylate ClC1=NC=C2C(=N1)N(N=C2)C[C@H]2CN(CCC2)C(=O)OC(C)(C)C |r|